OCCCCCCC1=NC2=NC=CC(=C2C(=C1)Br)[N+](=O)[O-] (6-hydroxyhexyl)-4-bromo-5-nitro-1,8-naphthyridine